6-(3-(benzyloxy)cyclobutyl)-4-chloro-1-isopropyl-1H-pyrazolo[3,4-d]Pyrimidine C(C1=CC=CC=C1)OC1CC(C1)C1=NC(=C2C(=N1)N(N=C2)C(C)C)Cl